tert-butyl 4-((6-bromo-1,1-dimethyl-isoindolin-2-yl)methyl)-5-methoxy-7-methyl-1H-indole-1-carboxylate BrC1=CC=C2CN(C(C2=C1)(C)C)CC1=C2C=CN(C2=C(C=C1OC)C)C(=O)OC(C)(C)C